2-nitro-3-(3-(trifluoromethyl)azetidin-1-yl)aniline [N+](=O)([O-])C1=C(N)C=CC=C1N1CC(C1)C(F)(F)F